1,3-Dioxolane-2-propanoic acid O1C(OCC1)CCC(=O)O